FC1=C(CNC=2C(C(C2NCCOC)=O)=O)C=CC(=C1)C1=NOC(=N1)C(F)(F)F 3-((2-fluoro-4-(5-(trifluoromethyl)-1,2,4-oxadiazol-3-yl)benzyl)amino)-4-((2-methoxyethyl)amino)cyclobut-3-ene-1,2-dione